(1S,4r)-4-((S)-2-((4-Chloro-1H-pyrazol-1-yl)methyl)-6-(methoxycarbonyl)-7-methyl-6,7,8,9-tetrahydro-3H-imidazo[4,5-f]chinolin-3-yl)cyclohexan ClC=1C=NN(C1)CC=1N(C=2C(=C3CC[C@@H](N(C3=CC2)C(=O)OC)C)N1)C1CCCCC1